C(C(C)C)(=O)OC1=CC=C(C=C1)CC(C(COC)=O)N=CC1=CC(=CC(=C1)O)Cl 4-(2-(3-chloro-5-hydroxybenzylideneamino)-4-methoxy-3-oxobutyl)phenyl isobutyrate